ethyl (3R,4S)-2-oxo-4-[4-(trifluoromethyl)phenyl]-3-pyrrolidinecarboxylate O=C1NC[C@@H]([C@H]1C(=O)OCC)C1=CC=C(C=C1)C(F)(F)F